N-(2-((5-chloro-2-((2-(4-methylpiperazin-1-yl)quinoxalin-6-yl)amino)pyrimidin-4-yl)amino)phenyl)methylsulfonamide ClC=1C(=NC(=NC1)NC=1C=C2N=CC(=NC2=CC1)N1CCN(CC1)C)NC1=C(C=CC=C1)CNS(=O)=O